N-(2-(7-ethyl-2-((4-(4-methylpiperazin-1-yl)phenyl)amino)quinazolin-8-yl)pyridin-4-yl)acrylamide C(C)C1=CC=C2C=NC(=NC2=C1C1=NC=CC(=C1)NC(C=C)=O)NC1=CC=C(C=C1)N1CCN(CC1)C